C(=O)(OCC1=CC=CC=C1)N[C@@H](CC(=O)O)C(=O)O N-CBZ-L-aspartic acid